OC=1C=C(C2=CC=CC=C2C1)N1CC=2N=C(N=C(C2CC1)C1N(CCNC1)CC=CC=O)OCC1N(CCC1)C 4-(7-(3-hydroxynaphthalen-1-yl)-2-((1-methylpyrrolidin-2-yl)methoxy-5,6,7,8-tetrahydropyrido[3,4-d]pyrimidin-4-yl)piperazin-1-yl)but-2-en-1-one